FC1(CN(C1)C=1C=C(C=CC1F)C1=CC(=C(C=C1)OC)NC1=NC=NC2=CC(=C(C=C12)OC1CCN(CC1)C(C=C)=O)OC)F 1-(4-((4-((3'-(3,3-difluoroazetidin-1-yl)-4'-fluoro-4-methoxy-[1,1'-biphenyl]-3-yl)amino)-7-methoxyquinazolin-6-yl)oxy)piperidin-1-yl)prop-2-en-1-one